1H,4H,5H-pyrazolo[3,4-d]pyrimidin N1N=CC2=C1N=CNC2